cyclopropyl 6-{1-[(4-fluorobenzene-1-carbonyl)amino]ethyl}-3,4-dihydro-1,5-naphthyridine-1(2H)-carboxylate FC1=CC=C(C=C1)C(=O)NC(C)C=1N=C2CCCN(C2=CC1)C(=O)OC1CC1